5-amino-6-(2-chloro-5-fluorophenyl)-2,2-difluoro-6,7-dihydro-8H-[1,3]dioxolo[4,5-e]isoindol-8-one NC=1C=C2C(=C3C(NC(C13)C1=C(C=CC(=C1)F)Cl)=O)OC(O2)(F)F